3,4-dihydro-2-[3-[(2-propylheptyl)oxy]-2-(sulfoxy)propyl]isoquinolinium C(CC)C(COCC(C[N+]1=CC2=CC=CC=C2CC1)OS(=O)(=O)O)CCCCC